2-methyl-N1-(2-(pyridin-4-yl)-1,7-naphthyridin-4-yl)propane-1,2-diamine CC(CNC1=CC(=NC2=CN=CC=C12)C1=CC=NC=C1)(C)N